FC=1C(=C(C=CC1F)[C@H]1[C@@H](O[C@H]([C@H]1C)C(C)C)C(=O)NC1=CC(=NC=C1)C(=O)N)OC 4-[[(2r,3s,4s,5s)-3-(3,4-difluoro-2-methoxy-phenyl)-5-isopropyl-4-methyl-tetrahydrofuran-2-carbonyl]amino]pyridine-2-carboxamide